3-(4'-acetamidophenyl)-4-methyl-7-diethylaminocoumarin C(C)(=O)NC1=CC=C(C=C1)C=1C(OC2=CC(=CC=C2C1C)N(CC)CC)=O